3-amino-N-(3-(4-amino-4-methylpiperidin-1-yl)pyridin-2-yl)-6-(7-chloroisoquinolin-1-yl)pyrazine-2-carboxamide NC=1C(=NC(=CN1)C1=NC=CC2=CC=C(C=C12)Cl)C(=O)NC1=NC=CC=C1N1CCC(CC1)(C)N